tris(trimethylsilyl-oxy)silanol C[Si](O[Si](O)(O[Si](C)(C)C)O[Si](C)(C)C)(C)C